(2S,5R)-3,3-dimethyl-7-oxo-4-thia-1-azabicyclo[3.2.0]heptane-2-carboxylic acid diphenylmethyl ester-4-oxide C1(=CC=CC=C1)C(C1=CC=CC=C1)OC(=O)[C@@H]1N2C(C[C@H]2S(C1(C)C)=O)=O